S-propyl thiobenzenesulfonate C1(=CC=CC=C1)S(=O)(=O)SCCC